P(OCCOCC(CCCC)CC)(OCCOCC(CCCC)CC)[O-] di[2-(2-ethylhexyloxy) ethyl] phosphite